FC1=C(C=CC=C1)NC(C)C=1N=C(N(C1)C=1C=CC=2N(C1)C(=CN2)C#N)C2=NC(=CC=C2)C 6-(4-(1-((2-Fluorophenyl)amino)ethyl)-2-(6-methylpyridin-2-yl)-1H-imidazol-1-yl)imidazo[1,2-a]pyridine-3-carbonitrile